ClC=1C=2C(=CNC2C2=C(C1)CN(S(N2)(=O)=O)CC2CN(CCC2)C(COCCOC)=O)Cl 1-(3-((6,7-dichloro-2,2-dioxido-4,9-dihydro-[1,2,6]thiadiazino[4,3-g]indol-3(1H)-yl)methyl)piperidin-1-yl)-2-(2-methoxyethoxy)ethan-1-one